2-((7-benzyl-4,10-bis(carboxymethyl)-1,4,7,10-tetraazacyclododecane-1-yl)methyl)pyridine 1-oxide C(C1=CC=CC=C1)N1CCN(CCN(CCN(CC1)CC(=O)O)CC1=[N+](C=CC=C1)[O-])CC(=O)O